C(C)(C)O[Ti](OCCOCCCC)(OC(C)C)OC(C)C triisopropoxy-2-butoxyethoxytitanium